(1s,4s)-4-(3-bromoanilino)-2'-(3-phenylpropyl)spiro[cyclohexane-1,1'-indene]-4-carboxylic acid BrC=1C=C(NC2(CCC3(C(=CC4=CC=CC=C34)CCCC3=CC=CC=C3)CC2)C(=O)O)C=CC1